O1CC(CC1)=O Dihydro-3(2H)-furanone